C1(=CC=CC=C1)C1=NOC=N1 3-phenyl-1,2,4-oxadiazol